(R)-2-hydroxy-N-(2-(2-oxoindol-6-yl)ethyl)propionamide O[C@@H](C(=O)NCCC=1C=CC2=CC(N=C2C1)=O)C